2-(2,2,3-trimethylcyclopent-3-en-1-yl)acetaldehyde CC1(C(CC=C1C)CC=O)C